ClC=1N=NC(=C(N1)NC1=C(C=CC=C1)C=1C=NN(C1)C(=O)[O-])Cl 4-(((3,6-dichloro-1,2,4-triazin-5-yl)amino)phenyl)-1H-pyrazole-1-carboxylate